C(C)(C)(C)OC(NC=1SC=C(N1)CC(=O)N1CCN(CC1)C1CCCCC1)=O {4-[2-(4-Cyclohexylpiperazin-1-yl)-2-oxoethyl]-1,3-thiazol-2-yl}carbamic acid tert-butyl ester